[S].ClC1=C(C=CC=C1)C=1N=C(SC1)NC(C1=NC=C(C=C1)N1CCN(CC1)C(CCN(C)C)=O)=O N-(4-(2-chlorophenyl)thiazol-2-yl)-5-(4-(3-(dimethylamino)propionyl)piperazin-1-yl)picolinamide sulfur